1-[3-(4-fluorophenyl)prop-2-enoyl]-4-hydroxypyrrolidine-2-carboxylic acid FC1=CC=C(C=C1)C=CC(=O)N1C(CC(C1)O)C(=O)O